C=C[C@@](O)(C)CCC=C(C)C R-linalool